2,2'-[1,6-naphthalenediylbis(oxymethylene)]bisoxirane C1(=CC=CC2=CC(=CC=C12)OCC1OC1)OCC1OC1